NC1=C(C=C(C=C1)C1=CC(=CC=C1F)CC1=NNC(C2=C(C=CC(=C12)F)F)=O)[N+](=O)[O-] 4-((4'-Amino-6-fluoro-3'-nitro-[1,1'-biphenyl]-3-yl)methyl)-5,8-difluoro-phthalazin-1(2H)-one